2,4,5-trifluoroiodobenzene tert-butyl-4-amino-butanoate C(C)(C)(C)OC(CCCN)=O.FC1=C(C=C(C(=C1)F)F)I